Cl.C1NCC12CCN(CC2)C2=CC=C(C=N2)C=2C=1N(C=C(C2)OCC)N=C2C1C=NN2 4-(6-(2,7-diazaspiro[3.5]nonan-7-yl)pyridin-3-yl)-6-ethoxy-1H-pyrazolo[3',4':3,4]Pyrazolo[1,5-a]pyridine hydrochloride